CC(CN1N=CC(=C1)B1OC(C(O1)(C)C)(C)C)(C)[N+](=O)[O-] 1-(2-methyl-2-nitropropyl)-4-(4,4,5,5-tetramethyl-1,3,2-dioxaborolan-2-yl)-1H-pyrazole